di(heptadecan-9-yl) 6,6'-(4-(2-hydroxyethyl)morpholine-2,6-diyl)dihexanoate OCCN1CC(OC(C1)CCCCCC(=O)OC(CCCCCCCC)CCCCCCCC)CCCCCC(=O)OC(CCCCCCCC)CCCCCCCC